4-oxo-6-((1S,2S)-2-(pyrimidin-2-yl)cyclobutyl)-1-((S)-1-(6-(trifluoromethyl)pyridin-3-yl)ethyl)4,5-dihydro-1H-pyrazolo[3,4-d]pyrimidine-3-carbonitrile O=C1C2=C(N=C(N1)[C@@H]1[C@H](CC1)C1=NC=CC=N1)N(N=C2C#N)[C@@H](C)C=2C=NC(=CC2)C(F)(F)F